FC1=C(C=CC(=C1)F)[C@](C(F)(F)C1=CC=C(C=N1)C1=CC=C(C(=O)N2CCN(CC2)C2=CC=C(C#N)C=C2)C=C1)(CN1N=NN=C1)O (R)-4-(4-(4-(6-(2-(2,4-difluorophenyl)-1,1-difluoro-2-hydroxy-3-(1H-tetrazol-1-yl)propyl)pyridin-3-yl)benzoyl)piperazin-1-yl)benzonitrile